C(C1=CC=CC=C1)C1C(N(CC1)C(=O)O)(C(=O)O)CC1=CC=CC=C1 Dibenzyl-pyrrolidine-1,2-dicarboxylic acid